sodium 4-chloro-3'-(((2-cyclopentyl-1-oxoisoindolin-5-yl)oxy)methyl)-[1,1'-biphenyl]-3-carboxylate ClC1=C(C=C(C=C1)C1=CC(=CC=C1)COC=1C=C2CN(C(C2=CC1)=O)C1CCCC1)C(=O)[O-].[Na+]